pyrrolinedithiocarbamate N1(C=CCC1)NC(=S)[S-]